2-methylheptan-2-d-oic acid CC(C(=O)O)(CCCCC)[2H]